C[Si](N[Si](C)(C)C)(C)C.[Li] lithium 1,1,1,3,3,3-hexamethyldisilazane